5-oxa-2,8-diazaspiro[3.5]nonan C1NCC12OCCNC2